O=[SH2]1CCNCC1 1-oxo-1λ6-thiomorpholin